6-[2-[(7S)-4-azaspiro[2.5]oct-7-yl]-7-fluoro-indazol-5-yl]-2,8-dimethyl-imidazo[1,2-b]pyridazine C1CC12NCC[C@@H](C2)N2N=C1C(=CC(=CC1=C2)C=2C=C(C=1N(N2)C=C(N1)C)C)F